(R)-4-(1H-indol-3-yl)-N-(1-(2-(piperidine-4-yl)ethyl)pyrrolidin-3-yl)-5-(trifluoromethyl)pyrimidin-2-amine N1C=C(C2=CC=CC=C12)C1=NC(=NC=C1C(F)(F)F)N[C@H]1CN(CC1)CCC1CCNCC1